CC=1C(=NC(=C(C(=O)O)C1)Cl)C methyl-2-chloro-6-methylnicotinic acid